7-bromo-4-chloro-2-(2,4-dimethoxybenzyl)-2,3-dihydro-1H-pyrrolo[3,4-c]pyridin-1-one BrC=1C2=C(C(=NC1)Cl)CN(C2=O)CC2=C(C=C(C=C2)OC)OC